2-(2-chlorophenyl)-N-[3-{[(dimethylamino)methylidene]Sulfamoyl}-4-(4,4,5,5-tetramethyl-1,3,2-dioxaborolan-2-yl)phenyl]Acetamide ClC1=C(C=CC=C1)CC(=O)NC1=CC(=C(C=C1)B1OC(C(O1)(C)C)(C)C)S(N=CN(C)C)(=O)=O